(R)-5-isopropyl-5-{4-[4-(1-methyl-1H-benzimidazol-2-yl)piperazine-1-carbonyl]phenyl}imidazolidine-2,4-dione C(C)(C)[C@]1(C(NC(N1)=O)=O)C1=CC=C(C=C1)C(=O)N1CCN(CC1)C1=NC2=C(N1C)C=CC=C2